tert-Butyl (4-(hydroxymethyl)cyclohexyl)methylcarbamate OCC1CCC(CC1)CNC(OC(C)(C)C)=O